(R)-3-Methoxypiperidine HCl Cl.CO[C@H]1CNCCC1